ClC=1C=C2C(=C3C4(NC(NC13)=O)CCCCC4)OC(=C2)C(=O)N(C)CC2=CC=C(C=C2)N2C=NC=C2 5'-chloro-N-{[4-(1H-imidazol-1-yl)phenyl]methyl}-N-methyl-7'-oxo-7',8'-dihydro-6'H-spiro[cyclohexane-1,9'-furo[2,3-f]quinazoline]-2'-carboxamide